P(=O)(O)(O)O.CC1(C(C=CC=C1)C)CCCCCCCCCCCC[K] o-dimethylphenyldodecyl-(potassium) phosphate